C(C)(C)(C)OC(=O)N1CC2(C1)CN(C2)C=2C=C1C(N(C(C1=CC2)=O)C2C(NC(CC2)=O)=O)=O 6-[2-(2,6-dioxo-3-piperidyl)-1,3-dioxo-isoindolin-5-yl]-2,6-diazaspiro[3.3]heptane-2-carboxylic acid tert-butyl ester